tert-Butyl (1R,3R,SR)-3-[(2-amino-5-methoxycarbonyl-anilino)methyl]-2-azabicyclo[3.1.0]hexane-2-carboxylate NC1=C(NC[C@@H]2N([C@@H]3C[C@H]3C2)C(=O)OC(C)(C)C)C=C(C=C1)C(=O)OC |&1:9|